[C@@H](C)(CCCCCC)O R-(-)-sec-octanol